phenoxy-N-((R)-2-(benzyloxy)propyl)-phosphoramide O(C1=CC=CC=C1)N(P(=O)(N)N)C[C@@H](C)OCC1=CC=CC=C1